ethyl (R)-3-(4-bromophenoxy)-2-hydroxypropionate BrC1=CC=C(OC[C@H](C(=O)OCC)O)C=C1